CC1(CCN(CC1)C1=C(C=C(C=C1)C(F)(F)F)NC(=O)C=1OC(=CC1)C1=CC=NC=C1)C(=O)O 4-methyl-1-(2-(5-(pyridin-4-yl)furan-2-carboxamido)-4-(trifluoromethyl)phenyl)-piperidine-4-carboxylic acid